C(C)(C)C1=CC=C(C=C1)C1=CC(=NC=C1)C(=O)N1CCCCC1 (4-(4-isopropylphenyl)pyridin-2-yl)(piperidin-1-yl)methanone